(S)-1-(4-(2-(difluoromethyl)pyridin-4-yl)-2-iodophenoxy)-2,4-dimethylpentan-2-amine FC(C1=NC=CC(=C1)C1=CC(=C(OC[C@](CC(C)C)(N)C)C=C1)I)F